2,4,6-tris(4-trimethylsilylethynylphenyl)-1,3,5-triazine C[Si](C)(C)C#CC1=CC=C(C=C1)C1=NC(=NC(=N1)C1=CC=C(C=C1)C#C[Si](C)(C)C)C1=CC=C(C=C1)C#C[Si](C)(C)C